OC(C)C=1C(=NC(=CC1)N1C=NC2=C1C=CC(=C2)NC=2N=NC(=CC2)C)N2CC(N(CC2)CC(F)(F)F)=O 4-[3-(1-Hydroxyethyl)-6-[5-[(6-methylpyridazin-3-yl)amino]benzimidazol-1-yl]-2-pyridyl]-1-(2,2,2-trifluoroethyl)piperazin-2-one